[N+](=O)([O-])/C=C/C1=CC2=CC=CC=C2C=C1 (E)-2-(2-nitrovinyl)naphthalene